C(C)(C)N1CCN(CC1)C1=CC=C(C=C1)C=1C=C(C2=C(N(C(=N2)C2=CC=C(C=C2)S(=O)(=O)C)C)C1)NCCN1CCCC1 6-(4-(4-isopropylpiperazin-1-yl)phenyl)-1-methyl-2-(4-(methylsulfonyl)phenyl)-N-(2-(pyrrolidin-1-yl)ethyl)-1H-benzo[d]imidazol-4-amine